3,6-di-tert-butylnaphthalene-1,8-diamine C(C)(C)(C)C=1C=C(C2=C(C=C(C=C2C1)C(C)(C)C)N)N